N1(CCNCC1)CC1=NC2=C(N1)C=C(C=C2)C(F)(F)F 2-(piperazin-1-ylmethyl)-6-(trifluoromethyl)-1H-benzo[d]imidazole